(R)-1-((R)-2,2-dichlorocyclopropyl)ethan-1-amine hydrochloric acid salt Cl.ClC1([C@H](C1)[C@@H](C)N)Cl